(R)-N-(3-Hydroxy-4-(4-(2-methoxyphenyl)piperazin-1-yl)butyl)-6-methyl-1,3-dihydro-2H-pyrrolo[3,4-c]pyridine-2-carboxamide O[C@H](CCNC(=O)N1CC=2C=NC(=CC2C1)C)CN1CCN(CC1)C1=C(C=CC=C1)OC